CC1=NC(=CC(=C1)C=1OC=C(N1)C(=O)NC1=CC2=CN(N=C2C=C1N1CCC(CC1)O)C)C 2-(2,6-dimethylpyridin-4-yl)-N-(6-(4-hydroxypiperidin-1-yl)-2-methyl-2H-indazol-5-yl)oxazole-4-carboxamide